C12CC(CC(CC1)N2)N(C=2SC1=C(N2)C(=CC(=C1)C=1C=CC=2C(N1)=CN(N2)C)F)C N-[(3-exo)-8-Azabicyclo[3.2.1]oct-3-yl]-4-fluoro-N-methyl-6-(2-methyl-2H-pyrazolo[4,3-b]pyridin-5-yl)-1,3-benzothiazol-2-amin